Br[SiH](Br)Br Tribromosilane